Cl.N[C@]1(CCC=2C=3C1=C1C(=NC3C=C(C2C)F)C2=CC3=C(C(N2C1)=O)COC([C@]3(O)CC)=O)C (1S,9S)-1-Amino-9-ethyl-5-fluoro-9-hydroxy-1,4-dimethyl-2,3,12,15-tetrahydrobenzo[de]pyrano[3',4':6,7]indolizino[1,2-b]quinoline-10,13(1H,9H)-dione hydrochloride